4-(5-(difluoromethyl)-1,3,4-oxadiazol-2-yl)-1-methylpyridin-2(1H)-one FC(C1=NN=C(O1)C1=CC(N(C=C1)C)=O)F